2-[(dodecyl-thio-carbonyl)thio]propionic acid C(CCCCCCCCCCC)SC(=O)SC(C(=O)O)C